C(C)(C)(C)OC(=O)N1C(CNCC1)C1=CC=C(C=C1)C(=O)OC 2-(4-(methoxycarbonyl)phenyl)piperazine-1-carboxylic acid tert-butyl ester